N1C=C(C2=CC=CC=C12)NC(=O)N1CC(N(CC1)C1=CC=CC=C1)=O N-(1H-indol-3-yl)-3-oxo-4-phenylpiperazine-1-carboxamide